di-n-octyl-bis-(2-ethoxyethoxy)silane triethyl-orthoacetate C(C)C(C(O)(O)O)(CC)CC.C(CCCCCCC)[Si](OCCOCC)(OCCOCC)CCCCCCCC